1-(4-(benzyloxy)benzoyl)-9-(4-methoxybenzyl)-beta-carboline C(C1=CC=CC=C1)OC1=CC=C(C(=O)C2=NC=CC=3C4=CC=CC=C4N(C23)CC2=CC=C(C=C2)OC)C=C1